(4-(3-(trifluoromethyl)phenethyl)phenyl)methanol FC(C=1C=C(CCC2=CC=C(C=C2)CO)C=CC1)(F)F